FC=1C(=C2CCCOC2=CC1)CN (6-fluorochroman-5-yl)methylamine